O1CCC(=CC1)C=1C=CN2N=CN=C(C21)NC2CCC(CC2)N2CCN(CC2)C(=O)OC(C)(C)C Tert-butyl 4-[4-[[5-(3,6-dihydro-2H-pyran-4-yl)pyrrolo[2,1-f][1,2,4]triazin-4-yl]amino] cyclohexyl]piperazine-1-carboxylate